N-(2-(methylamino)ethyl)phthalimide CNCCN1C(C=2C(C1=O)=CC=CC2)=O